N(=[N+]=[N-])C1=CC=C(C=C2C(C(CCC2)=CC2=CC=C(C=C2)N=[N+]=[N-])=O)C=C1 2,6-bis(p-azidobenzylidene)cyclohexanone